5-(2-cyclobutyl-7H-pyrrolo[2,3-d]pyrimidin-5-yl)-3-isopropyl-2-methyl-3H-imidazo[4,5-b]pyridine C1(CCC1)C=1N=CC2=C(N1)NC=C2C2=CC=C1C(=N2)N(C(=N1)C)C(C)C